CN1C(CCC1)CNS(=O)(=O)C N-((1-methylpyrrolidin-2-yl)methyl)methanesulfonamide